O1CCC1 oxaetidine